C(C)(C)(C)OC(N(C)CCC(S(=O)(=O)C1=NC=CC=C1)(F)F)=O (3,3-difluoro-3-(pyridin-2-ylsulfonyl)propyl)(methyl)carbamic acid tert-butyl ester